(5-methyl-2-(6-methylpyridin-2-ylamino)pyrimidin-4-ylamino)benzo[d]oxazol-2(3H)-one CC=1C(=NC(=NC1)NC1=NC(=CC=C1)C)NN1C(OC2=C1C=CC=C2)=O